C(C1=CC=CC=C1)(C1=CC=CC=C1)=NC=1C=C(C=C2C=C(N=CC12)NC(=O)[C@H]1[C@@H](C1)C#N)C1=C2C(=NC=C1)NC=C2 |r| (±)-trans-N-[8-(benzhydrylideneamino)-6-(1H-pyrrolo[2,3-b]pyridin-4-yl)-3-isoquinolyl]-2-cyano-cyclopropanecarboxamide